BrC1=C(C=C(C=C1)CO[Si](C)(C)C(C)(C)C)O 2-bromo-5-(((tert-butyldimethylsilyl)oxy)methyl)phenol